FC(C(=C)C)(F)C=1C(=C(C=CC1)[C@@H](C)NC1=NC(=NC2=CC3=C(C=C12)N(C([C@]3(C)OC)=O)C)C)F |&1:27| (R/S)-4-(((R)-1-(3-(1,1-difluoro-2-methylallyl)-2-fluorophenyl)ethyl)amino)-8-methoxy-2,6,8-trimethyl-6,8-dihydro-7H-pyrrolo[2,3-g]quinazolin-7-one